tert.-butyl peroxide C(C)(C)(C)OOC(C)(C)C